3-[6-(3-fluorophenyl)imidazo[1,2-b]pyridazin-3-yl]phenol FC=1C=C(C=CC1)C=1C=CC=2N(N1)C(=CN2)C=2C=C(C=CC2)O